[(2R,3S,7R)-7-(6-tert-butyl-5-methyl-pyrrolo[2,3-b]pyrazin-3-yl)-3-(3,3,3-trifluoropropyl)azepan-2-yl]methanol C(C)(C)(C)C1=CC=2C(=NC(=CN2)[C@H]2CCC[C@H]([C@@H](N2)CO)CCC(F)(F)F)N1C